ClC1=NN(C(=C1)Cl)CC#N 2-(3,5-dichloro-1H-pyrazol-1-yl)acetonitrile